6-((S)-2-amino-3-fluoropropyl)-2-(1-(cyclopropylmethyl)-7-((2-oxopyrrolidin-3-yl)methoxy)-1H-indol-2-yl)-1-methyl-1,6,7,8-tetrahydro-5H-imidazo[4,5-g]isoquinolin N[C@@H](CN1CC=2C=C3C(=CC2CC1)N(C(=N3)C=3N(C1=C(C=CC=C1C3)OCC3C(NCC3)=O)CC3CC3)C)CF